C(C)(C)(C)OC(NC1CC(NC2=C(C1)C=CC=C2)=O)=O (2-oxo-2,3,4,5-tetrahydro-1H-1-benzazepin-4-yl)carbamic acid tert-butyl ester